magnesium dodecyl benzenedisulfonate C=1(C(=CC=CC1)S(=O)(=O)[O-])S(=O)(=O)OCCCCCCCCCCCC.[Mg+2].C(CCCCCCCCCCC)OS(=O)(=O)C=1C(=CC=CC1)S(=O)(=O)[O-]